2-(2-((5'-(1-aminoisoquinolin-7-yl)-2',3'-dihydrospiro[cyclopentane-1,1'-indene]-3'-yl)methoxy)phenyl)acetic acid NC1=NC=CC2=CC=C(C=C12)C=1C=C2C(CC3(C2=CC1)CCCC3)COC3=C(C=CC=C3)CC(=O)O